BrCC(=O)C=1C=C(N(C1C)C1=CC=C(C=C1)C#N)C#N 4-(2-bromoacetyl)-1-(4-cyanophenyl)-5-methyl-1H-pyrrole-2-carbonitrile